methyl (Z)-2-[5-(3-bromopyrazol-1-yl)-2-methyl-phenoxy]-3-methoxy-prop-2-enoate BrC1=NN(C=C1)C=1C=CC(=C(O\C(\C(=O)OC)=C/OC)C1)C